1,1-dimethyl-2,3-dihydro-1H-inden-2-amine hydrochloride Cl.CC1(C(CC2=CC=CC=C12)N)C